3-benzyloxy-N,N-dimethyl-2-[4-(o-tolyl)-2-oxo-2H-chromen-7-yl]oxy-propanamide C(C1=CC=CC=C1)OCC(C(=O)N(C)C)OC1=CC=C2C(=CC(OC2=C1)=O)C1=C(C=CC=C1)C